CCCCCCCCCCCCCCCCCC(=O)NCCNC(=O)CCCCCCCCCCCCCCCCC EthyleneBis(Stearamide)